1-Iodoethyl octanoate C(CCCCCCC)(=O)OC(C)I